2-methylphenyl-dimethoxysilane CC1=C(C=CC=C1)[SiH](OC)OC